rac-[(3ar,7as)-3-(7,8-dihydrofuro[3,2-e][1,3]benzothiazol-2-yl)-2-oxooctahydro-5H-imidazo[4,5-c]pyridin-5-yl]acetonitrile N1=C(SC2=C1C1=C(C=C2)OCC1)N1C(N[C@@H]2[C@H]1CN(CC2)CC#N)=O |r|